[Al].[Ni].[Li] lithium-nickel-aluminum salt